CC=1OC(=C(N1)C1=CC=CC=C1)C1=CC=CC=C1 2-methyl-4,5-diphenyl-oxazole